(E,Z)-3-Heptylidene-5-methyl-dihydro-furan-2-one C(/CCCCCC)=C/1\C(OC(C1)C)=O